FC1=CC=C(C=C1)C1=CC=CC=C1 4-fluoro-[1,1'-biphenyl]